γ-glycidoxypropyl-Silane C(C1CO1)OCCC[SiH3]